N1=C(C=CC=C1)CN1C(=NC2=C1C=CC=C2)C=2C(=NON2)N 4-[1-(pyridin-2-ylmethyl)benzimidazol-2-yl]-1,2,5-oxadiazol-3-amine